ClC1=NC=CC2=CC(=C(C=C12)NC(CCC(=O)OC)=O)OC methyl 4-((1-chloro-6-methoxyisoquinolin-7-yl)amino)-4-oxobutanoate